(5-(5-hydroxypent-1-yn-1-yl)-2-methyl-4-oxoquinazolin-3(4H)-yl)piperidine-2,6-dione OCCCC#CC1=C2C(N(C(=NC2=CC=C1)C)N1C(CCCC1=O)=O)=O